3-(2-fluoro-3-((N-methylsulfamoyl)amino)benzyl)-2-oxo-2H-chromen-7-yl dimethylcarbamate CN(C(OC1=CC=C2C=C(C(OC2=C1)=O)CC1=C(C(=CC=C1)NS(NC)(=O)=O)F)=O)C